CC=1NC2=CC(=CC=C2C1)C(=O)OC methyl 2-methyl-1H-indole-6-carboxylate